tert-butyl ((2R,3R)- or (2S,3S)-2-((benzyloxy)methyl)tetrahydrofuran-3-yl)carbamate C(C1=CC=CC=C1)OC[C@@H]1OCC[C@H]1NC(OC(C)(C)C)=O |o1:9,13|